CN1C=NC=2N=C(NC(C12)=O)N Anti-7-methylguanine